5-hydroxy-6-(2-(5-((4-(morpholinomethyl)phenyl)ethynyl)pyridin-2-yl)ethyl)pyrimidin-4(3H)-one OC=1C(NC=NC1CCC1=NC=C(C=C1)C#CC1=CC=C(C=C1)CN1CCOCC1)=O